C1(CCCCC1)C[C@H](C(=O)N[C@H](C[C@@H]1C(NCC1)=O)C(CO)=O)NC(=O)C1(C2=CC=CC=C2C=2C=CC=CC12)NC(C(F)(F)F)=O N-((R)-3-cyclohexyl-1-(((R)-4-hydroxy-3-oxo-1-((R)-2-oxopyrrolidin-3-yl)butan-2-yl)amino)-1-oxopropan-2-yl)-9-(2,2,2-trifluoroacetamido)-9H-fluorene-9-carboxamide